4-Chloro-3,5-difluoro-N-(8-fluoro-6-oxo-2,4,5,6-tetrahydro-1H-pyrano[3,4-c]isoquinolin-1-yl)-N-methylbenzamide ClC1=C(C=C(C(=O)N(C)C2COCC=3NC(C=4C=C(C=CC4C32)F)=O)C=C1F)F